FC1=C(N=CC2=C1N=C(N=C2N2C[C@@H]1CC[C@H](C2)C1C(=O)OC1=CC=CC=C1)OCC12CCCN2CCC1)C1=CC=CC2=CC=CC(=C12)F phenyl (1R,5S,8r)-3-(8-fluoro-7-(8-fluoronaphthalen-1-yl)-2-((tetrahydro-1H-pyrrolizin-7a(5H)-yl)methoxy)pyrido[4,3-d]pyrimidin-4-yl)-3-azabicyclo[3.2.1]octane-8-carboxylate